S1N=NC2=C1C(=CC=C2)N2N=CC(=C2C(F)(F)F)C(=O)NC=2C(=NC(=C(C2)Cl)N2N=CC=C2)C 1-(benzo[d][1,2,3]thiadiazol-7-yl)-N-(5-chloro-2-methyl-6-(1H-pyrazol-1-yl)pyridin-3-yl)-5-(trifluoromethyl)-1H-pyrazole-4-carboxamide